NC=1C(C=C(C(C1)=O)NC1=CC=C(C=C1)NCCCN1CN(C=C1)C)=NC1=CC=C(C=C1)N(CCO)CCO 3-{3-[4-(4-Amino-3-{4-[bis(2-hydroxyethyl)amino]phenyl-imino}-6-oxocyclohexa-1,4-dienylamino)phenylamino]-propyl}-1-methyl-3H-imidazol